3,3-difluoropyrrolidine-1-carboximidamide hydrochloride Cl.FC1(CN(CC1)C(N)=N)F